N-(3-Bromo-1-methyl-1H-pyrrolo[2,3-c]pyridin-5-yl)cyclopropanamide BrC1=CN(C2=CN=C(C=C21)NC(=O)C2CC2)C